C1(=CC(=CC=C1)C1=NC(=NC=C1Cl)NC1CCN(CC1)C(CN1CCC(CC1)N1CCC(CC1)OC=1C=C2CN(C(C2=CC1)=O)C1C(NC(CC1)=O)=O)=O)C1=CC=CC=C1 3-(5-((1'-(2-(4-((4-([1,1'-biphenyl]-3-yl)-5-chloropyrimidin-2-yl)amino)piperidin-1-yl)-2-oxoethyl)-[1,4'-bipiperidin]-4-yl)oxy)-1-oxoisoindolin-2-yl)piperidine-2,6-dione